5-(5-amino-3,3-difluoro-piperidin-1-yl)-quinoline-8-carbonitrile hydrochloride Cl.NC1CC(CN(C1)C1=C2C=CC=NC2=C(C=C1)C#N)(F)F